2-oxo-7-({[(1s,4s)-4-(2-{[2-(tert-butoxy)-2-oxoethoxy]methyl}phenyl)cyclohexyl]oxy} methyl)-4-oxa-1,8-diazaspiro[5.5]undecane-8-carboxylate O=C1NC2(COC1)C(N(CCC2)C(=O)[O-])COC2CCC(CC2)C2=C(C=CC=C2)COCC(=O)OC(C)(C)C